BrC1=C(C=C(C(=C1)Cl)C)F 1-bromo-5-chloro-2-fluoro-4-methylbenzene